C1(=CC=CC2=CC=CC=C12)[C@@H](C)N1CCC(CC1)NCC(=O)N[C@@H](C(=O)NC/C=C/C(=O)OC)C methyl (E)-4-((R)-2-(2-((1-((R)-1-(naphthalen-1-yl)ethyl)piperidin-4-yl)amino)acetamido)propanamido)but-2-enoate